3-amino-N-(2-{9-amino-2,2,3,3-tetramethyl-1,4-dioxa-7-azaspiro[4.4]nonan-7-yl}-5,6,7,8-tetrahydroquinolin-6-yl)-6-methylthieno[2,3-b]pyridine-2-carboxamide NC1=C(SC2=NC(=CC=C21)C)C(=O)NC2CC=1C=CC(=NC1CC2)N2CC1(OC(C(O1)(C)C)(C)C)C(C2)N